C(CCCCCCCCCCCCCCCCCCC)(=O)O.OCC(O)CO.OCC(O)CO.OCC(O)CO.OCC(O)CO.OCC(O)CO pentaglycerol eicosanoate